NC1=NC=NC=2N(C3=CC=C(C=C3C21)C(=O)NCC2CC2)CC(=O)N2[C@@H]1C[C@@H]1C[C@H]2C(NC2=NC(=CC=C2)Br)=O 4-amino-9-(2-((1R,3S,5R)-3-((6-bromopyridin-2-yl)carbamoyl)-2-azabicyclo[3.1.0]hex-2-yl)-2-oxoethyl)-N-(cyclopropylmethyl)-9H-pyrimido[4,5-b]indole-6-carboxamide